2-methyl-6-(1-methyl-2-oxopiperidin-4-yl)phthalazin-1(2H)-one CN1C(C2=CC=C(C=C2C=N1)C1CC(N(CC1)C)=O)=O